BrC1=NC=C(C=C1)C1C(CNCC1)C 2-bromo-5-(3-methyl-4-piperidinyl)pyridine